1-(4-(3-chloro-5-fluorobenzyl)-2-methyl-3,4-dihydro-2H-benzo[b][1,4]thiazin-6-yl)-3-(5-fluoro-1H-indol-3-yl)urea ClC=1C=C(CN2C3=C(SC(C2)C)C=CC(=C3)NC(=O)NC3=CNC2=CC=C(C=C32)F)C=C(C1)F